N1=C(C=NC=C1)CCCCCCNC(=O)N 1-{[6-(pyrazin-2-yl)hexyl]amino}methanamide